N-(propan-2-yl)-1,6-dihydroimidazo[4,5-d]pyrrolo[2,3-b]pyridine-8-carboxamide hydrochloride Cl.CC(C)NC(=O)C1=CNC2=NC=C3C(=C21)NC=N3